C1(=CC=CC2=CC=CC=C12)N(C1=CC=CC=C1)C1=C(C(=C(C=C1)N(C1=CC=CC=C1)C1=CC=CC=C1)N(C1=CC=CC2=CC=CC=C12)C1=CC=CC=C1)N(C1=CC=CC2=CC=CC=C12)C1=CC=CC=C1 tris[N-(1-naphthyl)-N-phenylamino]Triphenylamine